C(C)(C)(C)OC(=O)N1CC(N(CC1)C=1C2=C(N=CN1)N(C=C2C(F)(F)F)C2=NC=CC(=C2)C#N)(C)C 4-(7-(4-cyanopyridin-2-yl)-5-(trifluoromethyl)-7H-pyrrolo[2,3-d]pyrimidin-4-yl)-3,3-dimethylpiperazine-1-carboxylic acid tert-butyl ester